(S)-(4-(7-bromobenzo[d]oxazol-2-yl)-6,7-dihydro-1H-imidazo[4,5-c]pyridin-5(4H)-yl)(4-(difluoromethyl)-2-(2-hydroxypropan-2-yl)oxazol-5-yl)methanone BrC1=CC=CC=2N=C(OC21)[C@H]2N(CCC1=C2N=CN1)C(=O)C1=C(N=C(O1)C(C)(C)O)C(F)F